O=C1N(C(C=C1)=O)CC1CCCCC1 4-((2,5-dioxo-2,5-dihydro-1H-pyrrol-1-yl)methyl)cyclohexane